N-{[2-(difluoromethyl)phenyl]methyl}-3-(methoxymethyl)-1-({4-[(2-oxopyridin-1-yl)methyl]phenyl}methyl)pyrazole-4-carboxamide FC(C1=C(C=CC=C1)CNC(=O)C=1C(=NN(C1)CC1=CC=C(C=C1)CN1C(C=CC=C1)=O)COC)F